4,4,5,5-tetramethyl-2-(2-methyl-1,2,3,4-tetrahydro-7-isoquinolyl)-1,3,2-dioxaborolane CC1(OB(OC1(C)C)C1=CC=C2CCN(CC2=C1)C)C